(S)-2-((2-chloro-5-methylpyrimidin-4-yl)amino)-2-phenylethanol ClC1=NC=C(C(=N1)N[C@H](CO)C1=CC=CC=C1)C